C(#N)C=1C=C(C=CC1)C1(CC1)C(=O)N[C@H](C(=O)O)CCN(CCCCC1=NC=2NCCCC2C=C1)C[C@@H](CF)OC (S)-2-(1-(3-cyanophenyl)cyclopropane-1-carboxamido)-4-(((S)-3-fluoro-2-methoxypropyl)(4-(5,6,7,8-tetrahydro-1,8-naphthyridin-2-yl)butyl)amino)butanoic acid